racemic-7-ethyl-6,6a,7,8,9,10,12,13-octahydro-5H-6,9-methanopyrido[1,2-a]pyrido[2',3':4,5]pyrrolo[2,3-d]azepin-2-ol C(C)C1CC2CN3C1C(C1=C(CC3)C3=C(N1)C=CC(=N3)O)C2